C(C)(C)(C)OC(=O)N1C[C@@H]2COC3=C(CN2CC1)C=C(C(=C3I)Br)Cl (12aR)-9-bromo-8-chloro-10-iodo-3,4,12,12a-tetrahydro-6H-pyrazino[2,1-c][1,4]benzooxazepine-2(1H)-carboxylic acid tert-butyl ester